OC1=C(C=CC=C1)C1=CC2=C(N=N1)NC(=C2)C2CN(C2)C(=O)OC2=CC=C(C=C2)[N+](=O)[O-] 4-nitrophenyl 3-[3-(2-hydroxyphenyl)-7H-pyrrolo[2,3-c]pyridazin-6-yl]azetidine-1-carboxylate